4,4-dimethyl-3H-isoquinolin-1-one CC1(CNC(C2=CC=CC=C12)=O)C